(R)-2-(2-fluoro-3-hydroxy-3-methylbutyl)-5-nitro-6-(pyridin-4-yl)isoindol-1-one F[C@H](CN1C(C2=CC(=C(C=C2C1)[N+](=O)[O-])C1=CC=NC=C1)=O)C(C)(C)O